C(C)(=O)NC1=C(C(=O)NC=2SC(=CC3=C(N2)C=CC=C3)Cl)C=CC=C1 (acetylamino)-N-(4-chlorobenzo[d][1,3]thiazepin-2-yl)benzamide